ClC1=C(C=CC(=C1)F)C(=O)N1CC2CCC(C1)N2C2=C(C=CC(=C2)S(=O)(=O)C2CCNCC2)OCOC (2-Chloro-4-fluoro-phenyl)-[8-[2-(methoxymethoxy)-5-(4-piperidinylsulfonyl)phenyl]-3,8-diazabicyclo[3.2.1]oct-3-yl]methanone